2-ethyl-1,3-dimethyl-2-nonylbenzimidazole C(C)C1(N(C2=C(N1C)C=CC=C2)C)CCCCCCCCC